C(C)(C)(C)OC(=O)N1C[C@@H](N(CC1)C=1C2=C(N=CN1)N(C=C2I)[C@H]2[C@H]1CC[C@@H](C2)C1)C (S)-4-(7-((1S,2R,4R)-bicyclo[2.2.1]hept-2-yl)-5-iodo-7H-pyrrolo[2,3-d]pyrimidin-4-yl)-3-methylpiperazine-1-carboxylic acid tert-butyl ester